C(C)(C)(C)OC(=O)N1S(O[C@@H]([C@H]1C(=O)OCC1=CC=CC=C1)C)=O (4S,5R)-5-methyl-1,2,3-oxathiazolidine-3,4-dicarboxylic acid 4-benzyl ester 3-(tert-butyl) ester 2-oxide